N-(7-(4,4-difluoropiperidin-1-yl)-1-methyl-1H-indazol-5-yl)-4-(methylsulfonyl)-2-(6-azaspiro[2.5]octan-6-yl)benzamide FC1(CCN(CC1)C=1C=C(C=C2C=NN(C12)C)NC(C1=C(C=C(C=C1)S(=O)(=O)C)N1CCC2(CC2)CC1)=O)F